Cl.CC1([C@H]2CN[C@@H]([C@@H]12)C(=O)O)C (1R,2S,5S)-6,6-dimethyl-3-azabicyclo[3.1.0]hexane-2-carboxylate hydrochloride